C(C)OP(O)(=O)C1=C(C=CC=C1)C(C1=C(C=C(C=C1C)C)C)=O 2,4,6-trimethyl-benzoyl-phenylphosphonic acid ethyl ester